C(C)OC1=CC(=NC=C1)NC1=CC=C(C=N1)C 6-((4-ethoxypyridin-2-yl)amino)-3-methylpyridine